2-Ethyl 2-(5-((14-(1,3-dioxoisoindolin-2-yl)tetradecyl)amino)-2-oxopyridin-1(2H)-yl)acetate hydrochloride Cl.O=C1N(C(C2=CC=CC=C12)=O)CCCCCCCCCCCCCCNC=1C=CC(N(C1)CC(=O)OCC)=O